C(N)(=O)C1=NN(C2=CC=C(C(=C12)F)C=1C=NC(=NC1)C)CC(=O)OC(C)(C)C tert-Butyl 2-(3-carbamoyl-4-fluoro-5-(2-methylpyrimidin-5-yl)-1H-indazol-1-yl)acetate